CC1=CC(=NC=C1OC1=CC(=C2C(=N1)N(C=N2)C)NC2=NC=C(C=C2)C(=O)N2C(C(N(C(C2([2H])[2H])([2H])[2H])C)([2H])[2H])([2H])[2H])C#N 4-methyl-5-[3-methyl-7-[[5-(2,2,3,3,5,5,6,6-octadeutero-4-methyl-piperazine-1-carbonyl)-2-pyridinyl]amino]imidazo[4,5-b]pyridin-5-yl]oxy-pyridine-2-carbonitrile